bis(4-nitro-2-chlorophenyl)terephthalamide [N+](=O)([O-])C1=CC(=C(C=C1)C=1C(=C(C(=O)N)C=CC1C(=O)N)C1=C(C=C(C=C1)[N+](=O)[O-])Cl)Cl